4-phenyl-2-(tert-butoxycarbonyl)amino-5-oxohexanoic acid isopropyl ester C(C)(C)OC(C(CC(C(C)=O)C1=CC=CC=C1)NC(=O)OC(C)(C)C)=O